ClC1=C(C=CC(=C1)C(F)(F)F)NC(CN1C=2N(C(C3=C1CCC31CCNCC1)=O)N=C(N2)C2=CC=C(C=C2)S(=O)(=O)C)=O N-(2-chloro-4-(trifluoromethyl)phenyl)-2-(2-(4-(methylsulfonyl)phenyl)-8-oxo-5,8-dihydrospiro[cyclopenta[d][1,2,4]triazolo[1,5-a]pyrimidine-7,4'-piperidin]-4(6H)-yl)acetamide